CCN(CC)CCCCN N1,N1-diethylbutane-1,4-diamine